COC=1C(=NC=C(C1CO)CO)C O-methyl-pyridoxine